pentaerythritol tetrakis(2-piperazinyl propionate) N1(CCNCC1)C(C(=O)OCC(COC(C(C)N1CCNCC1)=O)(COC(C(C)N1CCNCC1)=O)COC(C(C)N1CCNCC1)=O)C